ClC=1C(N(N=CC1)[C@H]1CNCCC1)=O (R)-4-chloro-2-(piperidin-3-yl)pyridazin-3(2H)-one